NC1=CC=2C(=C3C(=NC2C=C1F)C1=CC2=C(C(N1C3)=O)COC([C@]2(O)CC)=O)CNC(OC)=O methyl (S)-((9-amino-4-ethyl-8-fluoro-4-hydroxy-3,14-dioxo-3,4,12,14-tetrahydro-1H-pyrano[3',4':6,7]indolizino[1,2-b]quinolin-11-yl)methyl)-carbamate